4-(1-(difluoromethyl)-1H-pyrazol-5-yl)aniline FC(N1N=CC=C1C1=CC=C(N)C=C1)F